rac-(2S)-4-[6-[3-(6-methyl-2-pyridyl)-1H-pyrazol-4-yl]-1,5-naphthyridin-3-yl]piperazine-2-carboxamide CC1=CC=CC(=N1)C1=NNC=C1C=1N=C2C=C(C=NC2=CC1)N1C[C@H](NCC1)C(=O)N |r|